C(C)(C)(C)OC(=O)N1CCC(CC1)C1=C(C(=CC=C1)Cl)NC(=O)N1CCC(CC1)C1=CC=C(C=C1)C 4-(3-chloro-2-{[4-(4-methylphenyl)piperidine-1-carbonyl]amino}phenyl)piperidine-1-carboxylic acid tert-butyl ester